COC(=O)C=1N=C(SC1)NC(=O)NC 2-{[(methylamino)carbonyl]amino}-1,3-thiazole-4-carboxylic acid methyl ester